(R)-2-amino-5-(2,5-dichlorophenyl)-4-oxo-4,5-dihydrofuran-3-yl-5-d phenylmethanesulfonate C1(=CC=CC=C1)CS(=O)(=O)OC1=C(O[C@](C1=O)([2H])C1=C(C=CC(=C1)Cl)Cl)N